BrC1=NN=C(S1)N1C[C@H]2CC[C@@H](C1)C2NC(C)=O N-((1R,5S,8r)-3-(5-bromo-1,3,4-thiadiazol-2-yl)-3-azabicyclo[3.2.1]oct-8-yl)acetamide